N-((R)-1-(3-(1-ethyl-1H-pyrazol-3-yl)-5-(1-methyl-1H-pyrazol-4-yl)phenyl)ethyl)-5-(((2S,4S)-4-fluoropyrrolidin-2-yl)methoxy)-2-methylbenzamide C(C)N1N=C(C=C1)C=1C=C(C=C(C1)C=1C=NN(C1)C)[C@@H](C)NC(C1=C(C=CC(=C1)OC[C@H]1NC[C@H](C1)F)C)=O